ClC1=CC2=C(C=C3N2C(=NN(C3=O)CC(=O)NC32CCC(CC3)(CC2)O)C(C)C)S1 2-(2-Chloro-5-isopropyl-8-oxothieno[2',3':4,5]pyrrolo[1,2-d][1,2,4]triazin-7(8H)-yl)-N-(4-hydroxybicyclo[2.2.2]octan-1-yl)acetamide